C1(CCCC=2C3=CC=CC=C3CC12)[Ti](CC1=CC=CC=C1)(CC1=CC=CC=C1)CC1=CC=CC=C1 1,2,3,4-tetrahydrofluorenyl-tribenzyl-titanium